CC1(O[C@@H]2[C@H](O1)CSC2)C (3aR,6aS)-2,2-Dimethyltetrahydrothieno[3,4-d][1,3]dioxolane